[Si](C)(C)(C(C)(C)C)OC1CC(C1)CO (3-((tert-butyldimethylsilyl)oxy)cyclobutyl)methanol